1-{[(1r,2s,5s)-5-fluoro-4-oxo-3-azabicyclo[3.2.0]hept-2-yl]methoxy}-7-methoxyisoquinoline-6-carboxamide F[C@@]12C(N[C@@H]([C@H]2CC1)COC1=NC=CC2=CC(=C(C=C12)OC)C(=O)N)=O